N1=C(NC2=NC=CC=C21)C=O 3H-IMIDAZO[4,5-B]PYRIDINE-2-CARBOXALDEHYDE